(2-((6-bromopyridin-2-yl)amino)-2-oxoethyl)(isopropyl)carbamic acid tert-butyl ester C(C)(C)(C)OC(N(C(C)C)CC(=O)NC1=NC(=CC=C1)Br)=O